CC=1C=CC(=C(C(=O)NC=2C=CC=C3C=CC=NC23)C1)C=C 5-methyl-N-(quinolin-8-yl)-2-vinylbenzamide